ethyl 7-chloro-1-(2,4,6-trifluorophenyl)-6-fluoro-4-oxo-1,4-dihydro-1,8-naphthyridine-3-carboxylate ClC1=C(C=C2C(C(=CN(C2=N1)C1=C(C=C(C=C1F)F)F)C(=O)OCC)=O)F